C(CCCCCCCCCCC)C(C(=O)[O-])(CCCCCCCCCCCCCCCC)O dodecyl-hydroxystearate